BrC1=CC(=CC2=C1N=C(N2C[C@H]2OCC2)CN2CCN(CC2)C2=NC(=CC=C2)OCC2=C(C=C(C=C2)C#N)F)C(=O)OC methyl 7-bromo-2-[[4-[6-[(4-cyano-2-fluoro-phenyl)methoxy]-2-pyridyl]piperazin-1-yl]methyl]-3-[[(2S)-oxetan-2-yl]methyl]benzimidazole-5-carboxylate